4-(tertiary butyl-dimethyl-siloxy)-butyl-methylbenzenesulfonamide C(C)(C)(C)[Si](OCCCCC=1C(=C(C=CC1)S(=O)(=O)N)C)(C)C